OC1=C(C=CC=C1)C1=CC=C(C=C1)O 4-(hydroxyphenyl)phenol